1-(1-methylazepan-4-yl)-1H-pyrazol-4-amine CN1CCC(CCC1)N1N=CC(=C1)N